7-bromo-5-nitro-N-((tetrahydro-2H-pyran-4-yl)methyl)benzo[d][1,3]dioxolane-4-amine BrC1=CC(=C(C2=C1OCO2)NCC2CCOCC2)[N+](=O)[O-]